ClC1=C(C=C(C#N)C=C1)C(C1=CC=CC=C1)O 4-chloro-3-[hydroxy(phenyl)methyl]benzonitrile